ClC1=NC=C2C(=N1)N(N=C2)[C@@H]2CC[C@H]1CN([C@@H]21)C(=O)OC(C)(C)C tert-butyl (1S,4R,5R)-4-(6-chloropyrazolo[3,4-d]pyrimidin-1-yl)-6-azabicyclo[3.2.0]heptane-6-carboxylate